C(C)(C)OC1=C(C(=CC=C1)C)C(C)O 1-(2-isopropoxy-6-methylphenyl)ethan-1-ol